NC(C)(C)C=1N=C(C(=NC1)C1CC(C1)C1=NN2C(=NC=3C(=CC=CC3C2=N1)OC)N)C 2-((1r,3r)-3-(5-(2-aminopropan-2-yl)-3-methylpyrazin-2-yl)cyclobutyl)-7-methoxy-[1,2,4]triazolo[1,5-c]quinazolin-5-amine